3-[(4-fluorophenoxy)methyl]-4-methyl-2-[2-methyl-5-(2H-1,2,3-triazol-2-yl)-1,3-thiazole-4-carbonyl]-2-azabicyclo[3.1.1]heptane FC1=CC=C(OCC2N(C3CC(C2C)C3)C(=O)C=3N=C(SC3N3N=CC=N3)C)C=C1